chloro(trimethyl)silane Cl[Si](C)(C)C